C(C1=CC=CC=C1)C1(CCC1)N(C([O-])=O)[C@H](C(=O)N[C@@H](C[C@H]1C(NCC1)=O)C(C(=O)N)O)CC(C)C 1-benzylcyclobutyl((2S)-1-(((2S)-4-amino-3-hydroxy-4-oxo-1-((S)-2-oxopyrrolidin-3-yl)butan-2-yl)aminO)-4-methyl-1-oxopentan-2-yl)carbamate